5-chloro-8-((1-(3,3-dimethylcyclobutyl)-4-fluoro-1H-indazol-6-yl)sulfonyl)-3-hydroxyquinazoline-2,4(1H,3H)-dione ClC1=C2C(N(C(NC2=C(C=C1)S(=O)(=O)C1=CC(=C2C=NN(C2=C1)C1CC(C1)(C)C)F)=O)O)=O